behenyl-diethyl-ammonium chloride [Cl-].C(CCCCCCCCCCCCCCCCCCCCC)[NH+](CC)CC